OC1=C(NC2=CC=CC=C12)O dihydroxylindole